FC=1C=C2C(=NC1)N(N=C2C2=NC=C(C(=N2)N)N)CC2=C(C=CC=C2)F 2-(5-fluoro-1-(2-fluorobenzyl)-1H-pyrazolo[3,4-b]Pyridin-3-yl)pyrimidine-4,5-diamine